FC1=C2C(N(C(C2=C(C(=C1F)F)F)=O)C1C(N(C(CC1)=O)CCOC)=O)=O 4,5,6,7-tetrafluoro-2-(1-(2-methoxyethyl)-2,6-dioxopiperidin-3-yl)isoindolin-1,3-dione